COC1=C(C=CC=C1)N1N=NC=C1 1-(2-methoxyphenyl)-1H-1,2,3-triazole